ClC1=CC(=C(N)C=C1)N1CCCC1 4-chloro-2-(pyrrolidin-1-yl)aniline